CC1=NC2=CC(=C(C=C2C=C1)C1=CN=C(N1)[C@H](CCCCCC(CC)=O)NC(=O)[C@H]1CC12CCN(CC2)C)C (S)-N-((S)-1-(5-(2,7-dimethylquinolin-6-yl)-1H-imidazol-2-yl)-7-oxononyl)-6-methyl-6-azaspiro[2.5]octane-1-carboxamide